N[C@H](CC1=CNC=N1)C(=O)O D-histidine